BrC=1C=NN(C1)C1CCN(CC1)C1(COC1)C 4-(4-bromo-1H-pyrazol-1-yl)-1-(3-methyloxetan-3-yl)piperidine